(E)-N-(6-amino-1,3-diethyl-2,4-dioxo-1,2,3,4-tetrahydropyrimidin-5-yl)-3-(6-(2-methoxyethoxy)pyridin-3-yl)acrylamide NC1=C(C(N(C(N1CC)=O)CC)=O)NC(\C=C\C=1C=NC(=CC1)OCCOC)=O